FC1=CC=C(CN2N=CC(=C2)C=O)C=C1 (1-(4-fluorobenzyl)-1H-pyrazol-4-yl)methanone